(4-Bromo-3-fluorophenyl)(4-ethylpiperazin-1-yl)methanone BrC1=C(C=C(C=C1)C(=O)N1CCN(CC1)CC)F